C(CCC)OCCCC din-butyl ether